(methoxymethoxy)-2,3-dihydrofuro[3,2-c]pyridine-6-carboxylic acid COCOC1CC=2C=NC(=CC2O1)C(=O)O